COC1=NC=2CCN(CC2C=C1NC=1N=CC2=C(N1)C(=NC=C2)N2CCOCC2)C N-(2-Methoxy-6-methyl-5,6,7,8-tetrahydro-1,6-naphthyridin-3-yl)-8-morpholinopyrido[3,4-d]pyrimidin-2-amine